COC(NC[C@H]1CN(C2=CC=CN=C2C1)C1=CC=C(C=C1)C(F)(F)F)=O (S)-methyl-((1-(4-(trifluoromethyl)phenyl)-1,2,3,4-tetrahydro-1,5-naphthyridin-3-yl)methyl)carbamate